C(C)O\C=C/B1OC(C(O1)(C)C)(C)C 2-[(Z)-2-ethoxyethenyl]-4,4,5,5-tetramethyl-1,3,2-dioxaborolane